(2S,4S)-1-[2-[4-[(8-chloro-6-quinolyl)amino]-1-piperidyl]acetyl]-4-fluoro-pyrrolidine-2-carbonitrile ClC=1C=C(C=C2C=CC=NC12)NC1CCN(CC1)CC(=O)N1[C@@H](C[C@@H](C1)F)C#N